(R,2R,2'R)-2,2'-((pyrazine-2,5-dicarbonyl)bis(azanediyl))bis(2-((R)-quinuclidin-3-yl)acetic acid) N1=C(C=NC(=C1)C(=O)N[C@@H](C(=O)O)[C@H]1CN2CCC1CC2)C(=O)N[C@@H](C(=O)O)[C@H]2CN1CCC2CC1